N1CCC(CC1)C1=NC=CN=C1OC=1C=NC(=CC1)C(F)(F)F 2-(piperidin-4-yl)-3-((6-(trifluoromethyl)pyridin-3-yl)oxy)pyrazine